tert-butyl 4-(3-(2,4-dioxotetrahydropyrimidin-1(2H)-yl)-1-methyl-1H-indazol-7-yl)piperidine-1-carboxylate O=C1N(CCC(N1)=O)C1=NN(C2=C(C=CC=C12)C1CCN(CC1)C(=O)OC(C)(C)C)C